FC=1C(=CC(=C(C(=O)NC2=CC(=CC=C2)C(F)(F)F)C1)O[C@H](C(F)(F)F)C)N1N=C2N(CCCC2)C1=O 5-fluoro-4-(3-oxo-5,6,7,8-tetrahydro[1,2,4]triazolo[4,3-a]pyridin-2(3H)-yl)-N-[3-(trifluoromethyl)phenyl]-2-{[(2S)-1,1,1-trifluoropropan-2-yl]oxy}benzamide